4-Methyl-2-(2-(pyridin-3-yl)ethyl)-5-(pyrrolidin-1-yl)thiazole CC=1N=C(SC1N1CCCC1)CCC=1C=NC=CC1